C(C)OC1=CC(=NC=C1C#N)C(C)N1C(C2=CC(=CC(=C2CC1)C(=C)OCC)CCN(C)CC)=O 4-ethoxy-6-(1-(5-(1-ethoxyvinyl)-7-(2-(ethyl(methyl)amino)ethyl)-1-oxo-3,4-dihydroisoquinolin-2(1H)-yl)ethyl)nicotinonitrile